COC(CCCOC1=NC=C(C=C1)[N+](=O)[O-])OC 2-(4,4-dimethoxy-butoxy)-5-nitropyridine